2-(5-fluoro-2,4-dioxo-3,4-dihydropyrimidin-1(2H)-yl)acetate FC=1C(NC(N(C1)CC(=O)[O-])=O)=O